CN1C2=C(OC[C@@H](C1=O)NC(=O)C1=CN=C(N1)C1(CC1)C1=CC=CC=C1)C=CC=C2 (S)-N-(5-methyl-4-oxo-2,3,4,5-tetrahydrobenzo[b][1,4]oxazepin-3-yl)-2-(1-phenylcyclopropyl)-1H-imidazole-5-carboxamide